C1(CC1)COC1=C(C(=C(NC=2C3=C(N=CN2)C=C(C(=N3)O[C@@H]3CN(CC3)C(C=C)=O)F)C=C1)F)F 1-[(3S)-3-[4-[4-(cyclopropylmethoxy)-2,3-difluoro-anilino]-7-fluoro-pyrido[3,2-d]pyrimidin-6-yl]oxypyrrolidin-1-yl]prop-2-en-1-one